2-(1-((6'-Chloro-3,4'-difluoro-[2,3'-bipyridin]-5-yl)methyl)piperidin-4-yl)propan-2-ol ClC1=CC(=C(C=N1)C1=NC=C(C=C1F)CN1CCC(CC1)C(C)(C)O)F